2'-chloro-5'-methoxy-6-methyl-N-(5-(piperidin-4-ylmethoxy)-1,3,4-thiadiazol-2-yl)-(4,4'-bipyridine)-3-carboxamide ClC1=NC=C(C(=C1)C1=C(C=NC(=C1)C)C(=O)NC=1SC(=NN1)OCC1CCNCC1)OC